C(C)N1N=C2N=C(C=NC2=C1)N[C@@H](C)C=1C=C(C=CC1F)NC(CC=1C=NC=C(C1)F)=O (S)-N-(3-(1-((2-ethyl-2H-pyrazolo[3,4-b]pyrazin-6-yl)amino)ethyl)-4-fluorophenyl)-2-(5-fluoropyridin-3-yl)acetamide